3-[(4-fluorophenoxy)methyl]-2-[3-(1H-imidazol-1-yl)-6-methylpyridine-2-carbonyl]-4-methyl-2-azabicyclo[3.1.1]heptane FC1=CC=C(OCC2N(C3CC(C2C)C3)C(=O)C3=NC(=CC=C3N3C=NC=C3)C)C=C1